4-(4-(1-(2,3-dihydrobenzofuran-6-yl)ethyl)piperazin-1-yl)-6-imino-6,7-dihydro-5H-6λ4-thieno[3,4-d]pyrimidine 6-oxide O1CCC2=C1C=C(C=C2)C(C)N2CCN(CC2)C=2C1=C(N=CN2)CS(C1)(=N)=O